COC1=C2C=CC(OC2=CC=C1C(=O)NC1=CC=C2C(=NN(C2=C1)CCC1CCN(CC1)C(=O)OC(C)(C)C)C)(C)C tert-butyl 4-(2-(6-(5-methoxy-2,2-dimethyl-2H-chromene-6-carboxamido)-3-methyl-1H-indazol-1-yl)ethyl)piperidine-1-carboxylate